C(N)(=N)C=1C=C(SC1)[C@@H](CO)NC(=O)[C@H]1N(C[C@](C1)(COC)F)C(CNC(=O)C=1C=CC=2C(C3=CC=CC=C3C2C1)(C)C)=O (2S,4R)-N-((R)-1-(4-carbamimidoylthiophen-2-yl)-2-hydroxyethyl)-1-((9,9-dimethyl-9H-fluorene-3-carbonyl)glycyl)-4-fluoro-4-(methoxymethyl)pyrrolidine-2-carboxamide